1-((2S)-2-fluorocyclopropyl)-6-fluoro-1,4-dihydro-7-(3-hydroxypyrrolidinyl)-4-oxo-3-quinolinecarboxylic acid F[C@@H]1C(C1)N1C=C(C(C2=CC(=C(C=C12)N1CC(CC1)O)F)=O)C(=O)O